ClC=1C=C(C(=O)NC2=C3C(N(C=NC3=CC=C2)CC2=NC=CC=C2F)=O)C=C(C1O)Cl 3,5-dichloro-N-{3-[(3-fluoropyridin-2-yl)methyl]-4-oxo-3,4-dihydroquinazolin-5-yl}-4-hydroxybenzamide